2-(cyclobutoxymethyl)aniline C1(CCC1)OCC1=C(N)C=CC=C1